C(C(=C)C)(=O)OCCC[Si](OC)(OC)OCC γ-methacryloxypropyl-ethoxydimethoxysilane